CNC(=O)C=1C=C(SC1)CN1C(N(C2=C1C=CC=C2)C(=O)OC(C)(C)C)=O tert-butyl 3-((4-(methylcarbamoyl)thiophen-2-yl)methyl)-2-oxo-2,3-dihydro-1H-benzo[d]imidazole-1-carboxylate